((S)-2-hydroxy-3-(3-(methylsulfonyl)phenoxy)propyl)carbamic acid tert-butyl ester C(C)(C)(C)OC(NC[C@@H](COC1=CC(=CC=C1)S(=O)(=O)C)O)=O